FC1=C(C=C(C=C1)O)OB(O)O (2-fluoro-5-hydroxyphenyl)boric acid